2-(bromo)nicotinic acid BrC1=C(C(=O)O)C=CC=N1